N1(CCNCC1)CCCC1=CC=C(C=C1)N1C(NC(CC1)=O)=O 1-[4-(3-piperazin-1-ylpropyl)phenyl]hexahydropyrimidine-2,4-dione